FC=1C=2N(C=C(C1)C1=CNC=3N=C(N=C(C31)OC)NC3CC(C3)(C)NC(CC)=O)C=CN2 N-((1r,3r)-3-((5-(8-fluoroimidazo[1,2-a]pyridin-6-yl)-4-methoxy-7H-pyrrolo[2,3-d]pyrimidin-2-yl)amino)-1-methylcyclobutyl)propionamide